4-(p-Tolyl)Butyric acid CC1=CC=C(C=C1)CCCC(=O)O